1-[6-chloro-1-(oxan-2-yl)-1H-pyrazolo[3,4-b]pyrazin-3-yl]-1,2,3,4-tetrahydro-1,5-naphthyridine ClC1=CN=C2C(=N1)N(N=C2N2CCCC1=NC=CC=C21)C2OCCCC2